NC1=NN2C(N=C(C=C2)C)=C1C(=O)N[C@@H](C)C=1N(C(C2=C(C=CC=C2C1)C#CC=1C=NN(C1)C)=O)C1=CC=CC=C1 (S)-2-amino-5-methyl-N-(1-(8-((1-methyl-1H-pyrazol-4-yl)ethynyl)-1-oxo-2-phenyl-1,2-dihydroisoquinolin-3-yl)ethyl)pyrazolo[1,5-a]pyrimidine-3-carboxamide